5-((1S,6R)-5-((7-ethyl-6-carbonyl-5,6-dihydro-1,5-naphthyridin-3-yl)methyl)-2,5-diazabicyclo[4.2.0]octan-2-yl)-N-methylpyridine-2-carboxamide sulfate S(=O)(=O)(O)O.C(C)C=1C(NC=2C=C(C=NC2C1)CN1CCN([C@H]2CC[C@@H]12)C=1C=CC(=NC1)C(=O)NC)=C=O